tert-butyl 6-((2,6-dioxopiperidin-3-yl)amino)-3',3'-difluoro-2H-spiro[benzofuran-3,4'-piperidine]-1'-carboxylate O=C1NC(CCC1NC1=CC2=C(C=C1)C1(C(CN(CC1)C(=O)OC(C)(C)C)(F)F)CO2)=O